FC(OC1=C(C(=CC(=C1)C)F)C=1C=2N(C(=NN1)N[C@H]1CN(CCC1)CCO)C=CC2)F 2-[(3R)-3-({1-[2-(difluoromethoxy)-6-fluoro-4-methylphenyl]pyrrolo[1,2-d][1,2,4]triazin-4-yl}amino)piperidin-1-yl]ethan-1-ol